FC1=C(C(=C(C=C1OC)OC)F)N1C(N(C2=C(C1)C=NC1=C2C=C(N1)C#CCO)C)=O 3-(2,6-difluoro-3,5-dimethoxyphenyl)-8-(3-hydroxyprop-1-yn-1-yl)-1-methyl-1,3,4,7-tetrahydro-2H-pyrrolo[3',2':5,6]pyrido[4,3-d]pyrimidin-2-one